4-fluoro-6-methyl-N-(1,7,7-trimethylnorbornane-2-yl)-1H-pyrrolo[2,3-b]Pyridine-2-carboxamide FC1=C2C(=NC(=C1)C)NC(=C2)C(=O)NC2C1(CCC(C2)C1(C)C)C